ethyl 2-[3-[(3S)-3-(2-formyl-3-hydroxyphenoxymethyl)morpholine-4-carbonyl]pyridin-2-yl]acetate C(=O)C1=C(OC[C@H]2N(CCOC2)C(=O)C=2C(=NC=CC2)CC(=O)OCC)C=CC=C1O